3-cyano-4-((E)-2-(5-((E)-4-(dibutylamino)styryl)thiophen-2-yl)vinyl)-5,5-dimethylfuran C(#N)C=1COC(C1\C=C\C=1SC(=CC1)\C=C\C1=CC=C(C=C1)N(CCCC)CCCC)(C)C